6-(3-(trifluoromethoxy)phenoxy)nicotinaldehyde FC(OC=1C=C(OC2=NC=C(C=O)C=C2)C=CC1)(F)F